C(C)S(=O)(=O)N=C1CC(=CN=C1C1=NC=2C(=NC=C(C2)C(F)(F)F)N1C)C1(CC1)C#N 1-[5-(ethylsulfonylimino)-6-[3-methyl-6-(trifluoromethyl)imidazo[4,5-b]pyridin-2-yl]-3-pyridinyl]cyclopropanecarbonitrile